ClC=1C=C2C(=CC(=NC2=C(C1)F)C)C(C)(C)O 2-(6-chloro-8-fluoro-2-methylquinolin-4-yl)propan-2-ol